BrC=1C(=C(C=CC1)C\C=C\CC1=C(C(=CC=C1)Br)OCOCC)OCOCC (E)-1,4-bis(3-bromo-2-(ethoxymethoxy)phenyl)but-2-ene